FC(C(C(F)(F)F)[C@]1(CC12CCNCC2)C(NC=2C=NC(=CC2)C2CC2)=O)(F)F 1,1,1,3,3,3-hexafluoro-propan-2-yl-(S)-1-((6-cyclopropyl-pyridin-3-yl)-carbamoyl)-6-azaspiro[2.5]-octane